C(C)(C)(C)OC(=O)N([C@H](CS)C(=O)O)CC1=CC=CC=C1 N-tert-Butoxycarbonyl-(S)-(benzyl)-D-cysteine